C(#N)C1=CC(=NC=C1)C1=NC=CC(=C1)C#N 4,4'-Dicyano-2,2'-Bipyridine